[Si](C)(C)(C(C)(C)C)OC/C=C/C=1N=C(C(NC1)=O)C=1C=NC=NC1 (E)-5-(3-((tert-butyldimethylsilyl)oxy)prop-1-en-1-yl)-3-(pyrimidin-5-yl)pyrazin-2(1H)-one